(3R,4R)-4-[(5-cyclopropyl-isoxazole-3-carbonyl)-amino]-1-cyclopropylmethyl-piperidine-3-carboxylic acid (1-pyrimidin-2-yl-cyclopropyl)-amide N1=C(N=CC=C1)C1(CC1)NC(=O)[C@@H]1CN(CC[C@H]1NC(=O)C1=NOC(=C1)C1CC1)CC1CC1